C(C)(C)(C)OC(=O)N1CC(C2(CN(C(O2)=O)C=2C=CC=3OCC(NC3N2)=O)CC1)CO[Si](C1=CC=CC=C1)(C1=CC=CC=C1)C(C)(C)C 6-[[tert-butyl-(diphenyl)silyl]oxymethyl]-2-oxo-3-(3-oxo-4H-pyrido[3,2-b][1,4]oxazin-6-yl)-1-oxa-3,8-diazaspiro[4.5]decane-8-carboxylic acid tert-butyl ester